FC=1C=CC(=C(C(=O)N)C1)O[C@@H](C)C1=CC=CC=C1 5-fluoro-2-[(1S)-1-phenylethoxy]benzamide